[4-(1-cyclopropyl-2,2,2-trifluoro-1-hydroxy-ethyl)-5-methoxy-2-methyl-phenyl]-N-isopropyl-N-methyl-formamidine C1(CC1)C(C(F)(F)F)(O)C1=CC(=C(C=C1OC)C(=N)N(C)C(C)C)C